ClC=1C(=C(C=CC1)C1=CC=CC=C1)F chloro-2-fluoro[1,1'-biphenyl]